(S)-2-((2-((1-methoxy-3,3-dimethyl-1,3-dihydrobenzo[c][1,2]oxaborol-5-yl)amino)-5-(5-(pyridin-3-yl)-1,3,4-oxadiazol-2-yl)pyridin-4-yl)amino)-2-phenylethan-1-ol COB1OC(C2=C1C=CC(=C2)NC2=NC=C(C(=C2)N[C@H](CO)C2=CC=CC=C2)C=2OC(=NN2)C=2C=NC=CC2)(C)C